Methacrylamidopropyltrimethylammonium chloride ethyl-(3S)-3-[(tert-butoxycarbonyl)amino]-3-[3-chloro-2-fluoro-5-(4,4,5,5-tetramethyl-1,3,2-dioxaborolan-2-yl)phenyl]propanoate C(C)OC(C[C@@H](C1=C(C(=CC(=C1)B1OC(C(O1)(C)C)(C)C)Cl)F)NC(=O)OC(C)(C)C)=O.[Cl-].C(C(=C)C)(=O)NCCC[N+](C)(C)C